2-{4-[(methoxycarbonyl)amino]benzamido}-3-phenylpropionic acid COC(=O)NC1=CC=C(C(=O)NC(C(=O)O)CC2=CC=CC=C2)C=C1